5-(3-(5,6-dichloro-1H-benzo[d]imidazol-2-yl)propyl)-N-hydroxyisoxazole-3-carboxamide ClC1=CC2=C(NC(=N2)CCCC2=CC(=NO2)C(=O)NO)C=C1Cl